3,6-bis(azetidin-1-yl)-10-nonylacridin-10-ium iodide [I-].N1(CCC1)C=1C=CC2=CC3=CC=C(C=C3[N+](=C2C1)CCCCCCCCC)N1CCC1